CC1=C2CCOC2=NC=2CN(CC12)C(CC1CN(C1)C=1C=NC=CC1)=O 1-(4-Methyl-2,3,5,7-tetrahydro-1-oxa-6,8-diaza-s-indacen-6-yl)-2-(1-pyridin-3-yl-azetidin-3-yl)-ethanone